C1(CCCC1)OC(=O)C1=C(N=C(S1)NC(C[C@H](CCCNC)NC1=NC=CC2=CC=C(C=C12)C1=NOC(=N1)C)=O)C.[N+](=O)([O-])C1(C(CCCC1)=O)C1=CC=C(C=C1)C 2-nitro-2-(4-methylphenyl)cyclohexanone Cyclopentyl-(S)-4-methyl-2-(3-((7-(5-methyl-1,2,4-oxadiazol-3-yl)isoquinolin-1-yl)amino)-6-(methylamino)hexanamido)thiazole-5-carboxylate